C(C)(C)(C)[Si](C)(C)O[C@@H]([C@H](CC#C)OC1CCCC1)C1=CC(=C(C(=C1)OC)C)OC tert-butyl-[(1R,2S)-2-(cyclopentyloxy)-1-(3,5-dimethoxy-4-methyl-phenyl)pent-4-ynyloxy]-dimethylsilane